O=C1NC(CCC1N1C(C2=CC=CC(=C2C1)C#CCCNC(=O)C1=CC=C(C=N1)C=1N=CC2=C(C=CC=C2C1)C=1C=C2C(=CNC2=C(C1)CC)C(=O)NC)=O)=O 5-(3-(6-((4-(2-(2,6-Dioxopiperidin-3-yl)-1-oxoisoindolin-4-yl)but-3-yn-1-yl)carbamoyl)pyridin-3-yl)isoquinolin-8-yl)-7-ethyl-N-methyl-1H-indole-3-carboxamide